C(C)P(O)(O)=O.C(C)C1=C(C=2NC3=CC=C(C=C3C2C=C1Br)Br)CC diethyl-3,6-dibromocarbazole ethyl-phosphonate